4-((2-((3,3-difluoroazetidin-1-yl)methyl)-trityl-1H-imidazol-5-yl)methyl)pyridine FC1(CN(C1)CC1=C(C(C2=CC=CC=C2)(C2=CC=CC=C2)N2C=NC=C2CC2=CC=NC=C2)C=CC=C1)F